COC1=NC=CC(=C1)C1CNCCO1 2-(2-methoxy-pyridin-4-yl)morpholine